N-(4-(hydrazinecarbonyl)benzyl)-3-(4-methylpiperazin-1-yl)-N-phenylpropane-1-sulfonamide N(N)C(=O)C1=CC=C(CN(S(=O)(=O)CCCN2CCN(CC2)C)C2=CC=CC=C2)C=C1